3-(4-(1,3-Dioxolane-2-yl)cyclohexyl)pyrazolo[1,5-a]pyridin-5-ol O1C(OCC1)C1CCC(CC1)C=1C=NN2C1C=C(C=C2)O